C(C)(C)(C)OC(=O)N1[C@@H](CCC1)[C@@]1(OC2=C(C1)C(=C(C(=C2)F)Cl)C2=C(C(=O)O)C=CC(=C2F)OCCO)C2=CC=CC=C2 ((2S,4S)-2-((S)-1-(tert-Butoxycarbonyl)pyrrolidin-2-yl)-5-chloro-6-fluoro-2-phenyl-2,3-dihydrobenzofuran-4-yl)-3-fluoro-4-(2-hydroxyethoxy)benzoic acid